C1(CC1)C=1C(=C2C=NNC2=CC1)CNC(C1=CC(=C(C(=C1)F)F)F)=O N-((5-cyclopropyl-1H-indazol-4-yl)methyl)-3,4,5-trifluoro-benzamide